CNC(=O)C=1C=C(C(=O)O)C=C(N1)C(=C)C1=C2CC(NC2=CC=C1)=O 2-(methylcarbamoyl)-6-(1-(2-oxoindolin-4-yl)vinyl)isonicotinic acid